C(C)(=O)O[C@H]1CC[C@@]2([C@H]3CC[C@]4([C@H]([C@@H]3CC[C@H]2[C@H]1O)CC[C@@H]4[C@@H](CCCC(C4=C(C=CC=C4)F)OC(C)=O)C)C)C acetic acid-(5R)-5-[(1R,3aS,3bS,5aR,6R,7S,9aR,9bS,11aR)-7-acetoxy-6-hydroxy-9a,11a-dimethylhexadecahydro-1H-cyclopenta[1,2-a]phenanthrene-1-yl]-1-(2-fluorophenyl)hexyl ester